Methylpropyl sulfoxide CS(=O)CCC